benzyl 3-(2-(3-fluoro-4-methyl-5-nitrophenyl)oxazol-4-yl)azetidine-1-carboxylate FC=1C=C(C=C(C1C)[N+](=O)[O-])C=1OC=C(N1)C1CN(C1)C(=O)OCC1=CC=CC=C1